C(C)(C)(C)C1=NC(=NO1)C(=O)N[C@@H]1CCCCC2=C1C=CC(=C2)C2=NC(=NC=C2)NC=2C=NN(C2C(F)(F)F)C (R)-5-(tert-butyl)-N-(2-(2-((1-methyl-5-(trifluoromethyl)-1H-pyrazol-4-yl)amino)pyrimidin-4-yl)-6,7,8,9-tetrahydro-5H-benzo[7]annulen-5-yl)-1,2,4-oxadiazole-3-carboxamide